2-(1-(5-((7-oxabicyclo[2.2.1]hept-2-yl)ethynyl)-2-chloropyridin-4-yl)piperidin-4-yl)-N,N-dimethylethan-1-amine C12C(CC(CC1)O2)C#CC=2C(=CC(=NC2)Cl)N2CCC(CC2)CCN(C)C